6-[5-(2-{1-[(2E)-2-(aminomethyl)-3-fluoroprop-2-en-1-yl]-5-oxo-1,5-dihydro-4H-1,2,4-triazol-4-yl}ethyl)thiophen-2-yl]-8-methyl-3,4-dihydro-quinolin-2(1H)-one NC/C(/CN1N=CN(C1=O)CCC1=CC=C(S1)C=1C=C2CCC(NC2=C(C1)C)=O)=C\F